2-Guanidinobenzimidazol N(C(=N)N)C=1NC2=C(N1)C=CC=C2